CP(=O)(OC1CS(CC1)(=O)=O)C 3-dimethylphosphinyloxytetrahydrothiophene-1,1-dioxide